COC(=O)[C@H]1CN(CC1)C=1C=CC=2N(N1)C(=CN2)C2=NC=CC=C2 (R)-1-(3-(pyridin-2-yl)imidazo[1,2-b]pyridazin-6-yl)pyrrolidine-3-carboxylic acid methyl ester